β-D-fructofuranosyl-α-D-glucuronic acid benzyl ester C(C1=CC=CC=C1)OC([C@@H]1[C@H]([C@@H]([C@H]([C@@](O)(O1)[C@@]1(CO)[C@@H](O)[C@H](O)[C@H](O1)CO)O)O)O)=O